O1C2=C(C=C1)C(=O)OCCOC2=O ethylene furanedicarboxylate